FC(C=1C=C(C=CC1)C1=CN=C2N1N=C(C=C2)NC=2CCCNC2)(F)F (2S,5R)-5-[[3-[3-(trifluoromethyl)phenyl]imidazo[1,2-b]pyridazin-6-yl]amino]tetrahydropyridine